N-((2-(6-(2-Ethyl-5-Fluoro-4-Hydroxyphenyl)-1H-Indazol-3-yl)-1H-Imidazol-4-yl)methyl)-N-Methylcyclopropancarboxamid C(C)C1=C(C=C(C(=C1)O)F)C1=CC=C2C(=NNC2=C1)C=1NC=C(N1)CN(C(=O)C1CC1)C